FC(C=1C(=C(C=CC1)[C@@H](C)NC=1C2=C(N=C(N1)C)C=NC(=C2)N2CC1(C2)CNC(C1)=O)C)F 2-[4-({(1R)-1-[3-(difluoromethyl)-2-methylphenyl]ethyl}amino)-2-methylpyrido[3,4-d]pyrimidin-6-yl]-2,6-diazaspiro[3.4]octan-7-one